rel-N-[(3R)-1-benzyl-4,4-difluoropyrrolidin-3-yl]methanesulfonamide C(C1=CC=CC=C1)N1C[C@H](C(C1)(F)F)NS(=O)(=O)C |o1:9|